ClC=1C=C(CNCC(C)(C)C=2C=C(C=CC2)NC=2C(N(C(C2)=O)C2C(NC(CC2)=O)=O)=O)C=CC1C 3-(3-((3-(1-((3-chloro-4-methylbenzyl)amino)-2-methylpropan-2-yl)phenyl)amino)-2,5-dioxo-2,5-dihydro-pyrrol-1-yl)piperidine-2,6-dione